CC=1OC(C(C1)=O)C 2,5-dimethyl-4-oxofuran